O=C1NC(CCC1OC=1C(=C(C(=CC1)F)C#CCNC(C1=NC=C(C=C1)C=1N=CC2=C(C=CC=C2C1)C1=CC2=C(N(C(N2C)=O)C)C(=C1)C(C)C)=O)F)=O N-(3-(3-((2,6-Dioxopiperidin-3-yl)oxy)-2,6-difluorophenyl)prop-2-yn-1-yl)-5-(8-(7-isopropyl-1,3-dimethyl-2-oxo-2,3-dihydro-1H-benzo[d]imidazol-5-yl)isoquinolin-3-yl)picolinamide